trans-3-(trifluoromethyl)cyclobutyl-2-((tert-butoxycarbonyl)amino)-2-methylpropanoate FC([C@@H]1C[C@H](C1)OC(C(C)(C)NC(=O)OC(C)(C)C)=O)(F)F